ClC1=CC=C(C=C1)[C@@H]1N(OCC1)C1=CC(=NC=N1)NC=1C(=CC(=C(C1)NC(C=C)=O)N1C[C@@H](CC1)N(C)C)OC N-(5-((6-((R)-3-(4-chlorophenyl)isoxazolidine-2-yl)pyrimidine-4-yl)amino)-2-((R)-3-(dimethylamino)pyrrolidine-1-yl)-4-methoxyphenyl)acrylamide